heneicosyl behenate C(CCCCCCCCCCCCCCCCCCCCC)(=O)OCCCCCCCCCCCCCCCCCCCCC